FC1=C(C(=CC=C1F)F)C=1C2=CC=C(N2)C(=C2C=CC(C(=C3C=CC(=C(C=4C=CC1N4)C4=C(C(=CC=C4F)F)F)N3)C3=C(C(=CC=C3F)F)F)=N2)C2=C(C(=CC=C2F)F)F 5,10,15,20-tetrakis(2,3,6-trifluorophenyl)-porphyrin